7-chloro-2,4-difluorodibenzothiophene ClC1=CC2=C(C3=C(S2)C(=CC(=C3)F)F)C=C1